4-(4-methylpiperazin-1-yl)-6-(5-(6-(4-methylpiperazin-1-yl)pyridin-3-yl)-1H-pyrrolo[2,3-b]pyridin-3-yl)quinazoline CN1CCN(CC1)C1=NC=NC2=CC=C(C=C12)C1=CNC2=NC=C(C=C21)C=2C=NC(=CC2)N2CCN(CC2)C